ethyl N-(4-bromo-2-chlorophenyl)-P-(4-(5-(chlorodifluoromethyl)-1,2,4-oxadiazol-3-yl)-2-fluorobenzyl)phosphonamidate BrC1=CC(=C(C=C1)NP(OCC)(=O)CC1=C(C=C(C=C1)C1=NOC(=N1)C(F)(F)Cl)F)Cl